5-cyano-2-(4,4-difluoroazepan-1-yl)-N-(4-fluoro-3-(N'-hydroxycarbamimidoyl)phenyl)-6-methylnicotinamide C(#N)C=1C(=NC(=C(C(=O)NC2=CC(=C(C=C2)F)C(N)=NO)C1)N1CCC(CCC1)(F)F)C